1-[4-(dimethylmethoxysilyl)phenyl]-1-phenylethene C[Si](C1=CC=C(C=C1)C(=C)C1=CC=CC=C1)(OC)C